(1,1-dimethyl-2-propynyloxy)trimethylsilane 1-(4-(2-(4-(2-acetoxy-3-chloropropoxy)-3,5-dichlorophenyl)propan-2-yl)phenoxy)-3-hydroxypropan-2-yl-acetate C(C)(=O)OC(COC1=C(C=C(C=C1Cl)C(C)(C)C1=CC=C(OCC(CO)CC(=O)O)C=C1)Cl)CCl.CC(C#C)(O[Si](C)(C)C)C